Natrium erucat C(CCCCCCCCCCC\C=C/CCCCCCCC)(=O)[O-].[Na+]